ClC=1C=C2C(=NC1OC)C(=C(N2C)C2=NNC(=N2)[C@@H](COC)OC)N2C=NC=C2 (S)-6-chloro-2-(5-(1,2-dimeth-oxyethyl)-1H-1,2,4-triazol-3-yl)-3-(1H-imidazol-1-yl)-5-methoxy-1-methyl-1H-pyrrolo-[3,2-b]pyridine